(2E,2'E)-3,3'-(1,4-phenylene)bis(1-(1-(tert-butyl)-4,4-dimethyl-1,4,5,6-tetrahydropyridin-3-yl)prop-2-en-1-one) C1(=CC=C(C=C1)/C=C/C(=O)C1=CN(CCC1(C)C)C(C)(C)C)/C=C/C(=O)C1=CN(CCC1(C)C)C(C)(C)C